Tert-butyl 6-(2,6-dichloro-4-nitrophenoxy)-1,1,4,4-tetramethyl-1,3,4,9-tetrahydro-2H-pyrido[3,4-b]indole-2-carboxylate ClC1=C(OC=2C=C3C4=C(NC3=CC2)C(N(CC4(C)C)C(=O)OC(C)(C)C)(C)C)C(=CC(=C1)[N+](=O)[O-])Cl